allyl (2-methylcyclohex-1-en-1-yl) carbonate C(OCC=C)(OC1=C(CCCC1)C)=O